4-((2-(2-aminoethoxy)ethyl)amino)-2-(2,6-dioxopiperidin-3-yl)isoindole-1,3-dione NCCOCCNC1=C2C(N(C(C2=CC=C1)=O)C1C(NC(CC1)=O)=O)=O